N-((1-((2-(2-(2,6-dioxopiperidin-3-yl)-1-oxoisoindolin-5-yl)pyridin-4-yl)methyl)azetidin-3-yl)methyl)benzamide O=C1NC(CCC1N1C(C2=CC=C(C=C2C1)C1=NC=CC(=C1)CN1CC(C1)CNC(C1=CC=CC=C1)=O)=O)=O